SC1=NN=C(O1)CCO 2-(5-mercapto-1,3,4-oxadiazolyl)ethanol